C(C)(C)(C)N(C(O)=O)[C@@H]1C(NC2=C(OC1)N(N=C2)COCC[Si](C)(C)C)=O.CC(C)CCCC(CC)C 2,6-DIMETHYL-OCTANE (S)-tert-butyl-(5-oxo-1-((2-(trimethylsilyl)ethoxy)methyl)-4,5,6,7-tetrahydro-1H-pyrazolo[3,4-b][1,4]oxazepin-6-yl)carbamate